5-[(R)-2-[[(R)-1-phenylethyl]amino]propyl]-2-methoxybenzenesulfonamide C1(=CC=CC=C1)[C@@H](C)N[C@@H](CC=1C=CC(=C(C1)S(=O)(=O)N)OC)C